CN1C2(N3C(=CC=C(C3=O)C(=O)C3=NC=NC=C3)C1=O)CCCCC2 methyl-6'-(pyrimidine-4-carbonyl)-2'H-spiro[cyclohexane-1,3'-imidazo[1,5-a]pyridine]-1',5'-dione